C12(CC3CC(CC(C1)C3)C2)C2=CC=C(C=C2)NS(=O)(=O)C2=CC=C(C=C2)N N-(4-((3r,5r,7r)-adamantan-1-yl)phenyl)-4-aminobenzenesulfonamide